ethyl 6-((2s,6s)-4-(tert-butoxycarbonyl)-2,6-dimethylpiperazin-1-yl)-2-(((S)-1-methylpyrrolidin-2-yl) methoxy)-5-nitropyrimidine-4-carboxylate C(C)(C)(C)OC(=O)N1C[C@@H](N([C@H](C1)C)C1=C(C(=NC(=N1)OC[C@H]1N(CCC1)C)C(=O)OCC)[N+](=O)[O-])C